lithium tetrakis(pentafluorophenyl)borate FC1=C(C(=C(C(=C1[B-](C1=C(C(=C(C(=C1F)F)F)F)F)(C1=C(C(=C(C(=C1F)F)F)F)F)C1=C(C(=C(C(=C1F)F)F)F)F)F)F)F)F.[Li+]